C(#CCCCCCCCC)Cl decynyl chloride